COC1=CC=C(C=C1)C1=CC2=C(C(N(CCO2)CCC2=CC=CC=C2)=O)C=C1 8-(4-methoxyphenyl)-4-phenethyl-3,4-dihydrobenzo[f][1,4]oxazepin-5(2H)-one